ethyl 7'-fluoro-2,5-dioxo-spiro[imidazolidine-4,1'-indane]-4'-carboxylate FC1=CC=C(C=2CCC3(C12)NC(NC3=O)=O)C(=O)OCC